C1(CCCCCCCCCCCN1)=O.[P] phosphorus laurolactam